(R)-N-(2-(1-(6-ethoxy-5-methoxypyridin-2-yl)-2-(methylsulfonyl)ethyl)-1,3-dioxoisoindolin-4-yl)acetamide C(C)OC1=C(C=CC(=N1)[C@H](CS(=O)(=O)C)N1C(C2=CC=CC(=C2C1=O)NC(C)=O)=O)OC